aluminium trisecbutoxide CC([O-])CC.CC([O-])CC.CC([O-])CC.[Al+3]